FC1(CC(C1)(C=1N=NNC1)NC(C(=O)C1=C(C(=C2CCCCN12)C(=O)NC1=CC(=C(C=C1)F)C)C)=O)F 3-(2-((3,3-difluoro-1-(1H-1,2,3-triazol-4-yl)cyclobutyl)amino)-2-oxoacetyl)-N-(4-fluoro-3-methylphenyl)-2-methyl-5,6,7,8-tetrahydroindolizine-1-carboxamide